BrC1=C2C=CNC2=CC(=C1SC=1C=C(C#N)C=CC1)F 3-((4-bromo-6-fluoro-1H-indol-5-yl)thio)benzonitrile